3-(trimethylsilyl)-2,2,3,3-tetradeuteropropionic acid C[Si](C(C(C(=O)O)([2H])[2H])([2H])[2H])(C)C